tert-butyl 4-[(3-benzyloxyphenyl)methoxy]piperidine-1-carboxylate C(C1=CC=CC=C1)OC=1C=C(C=CC1)COC1CCN(CC1)C(=O)OC(C)(C)C